N-(3,4-difluorophenyl)-1,2,4-trimethyl-5-(2-((4-methylthiazol-2-yl)amino)-2-oxoacetyl)-1H-pyrrole-3-carboxamide FC=1C=C(C=CC1F)NC(=O)C1=C(N(C(=C1C)C(C(=O)NC=1SC=C(N1)C)=O)C)C